hydroxypropylvinylether OCCCOC=C